(2E)-N-methoxy-3-(4-methoxyphenyl)-N-methyl-2-propenamide CON(C(\C=C\C1=CC=C(C=C1)OC)=O)C